tri(sec-butyl)amine C(C)(CC)N(C(C)CC)C(C)CC